[Br-].O=C1C=C(NN1C1=CC=CC=C1)CCCCCCCCCC[P+](C1=CC=CC=C1)(C1=CC=CC=C1)C1=CC=CC=C1 (10-(5-oxo-1-phenyl-2,5-dihydro-1H-pyrazol-3-yl)decyl)triphenylphosphonium bromide